N-[3-[2-(4-chlorophenyl)pyrimidin-4-yl]-1-bicyclo[1.1.1]pentanyl]-5-(1-methylsulfonylcyclopropyl)furan-2-carboxamide ClC1=CC=C(C=C1)C1=NC=CC(=N1)C12CC(C1)(C2)NC(=O)C=2OC(=CC2)C2(CC2)S(=O)(=O)C